(S)-1-chloro-3-(2,6-dichloro-4-(2-(4-((S)-3-(ethylsulfonyl)-2-hydroxypropoxy)phenyl)propan-2-yl)phenoxy)propan-2-yl acetate C(C)(=O)O[C@H](CCl)COC1=C(C=C(C=C1Cl)C(C)(C)C1=CC=C(C=C1)OC[C@@H](CS(=O)(=O)CC)O)Cl